C(C)C=1C=C2CCCCCN3N=NC4=C3C=CC(C(C3=CC=C5CCN(C(C1C=C2)=O)CC5=C3)CC(=O)O)=C4C [18-Ethyl-32-methyl-20-oxo-8,9,10,21-tetraazahexacyclo[19.5.3.216,19.13,7.06,10.024,28]dotriaconta-1(26),3(32),4,6,8,16,18,24,27,30-decaen-2-yl]acetic Acid